propenyl-methyl alcohol C(=CC)CO